ClC1=CC=C2C=CC=C(C2=C1)CCN(C)C 2-(7-chloronaphthalen-1-yl)-N,N-dimethylethan-1-amine